C1(=CC=CC=C1)N(C1=C(C(=C(C=2C3=CC=CC=C3CC12)C1=C(C(=CC=2C3=CC=CC=C3NC12)C1=CC=CC=C1)C1=CC=CC=C1)C)C)C1=CC=CC2=CC=CC=C12 (phenyl)(naphthyl)[(diphenylcarbazolyl)dimethylfluorenyl]amine